NC1=CC=C(C=C1)N1C(C2=CC=CC(=C2C1)S(=O)(=O)C=1C=C2C(=C(C=NC2=C(C1)C)C(=O)N)NC1=CC(=CC=C1)OC)=O 6-((2-(4-aminophenyl)-1-oxoisoindol-4-yl)sulfonyl)-4-((3-methoxyphenyl)amino)-8-methylquinoline-3-carboxamide